(2E)-3-{3-[2,6-bis(trifluoromethyl)pyridin-4-yl]-1,2,4-triazole-1-yl}-2-(pyrimidin-5-yl)prop-2-enoic acid FC(C1=NC(=CC(=C1)C1=NN(C=N1)/C=C(/C(=O)O)\C=1C=NC=NC1)C(F)(F)F)(F)F